4-(3-((5-(difluoromethyl)-2-((3-methyl-1-(8-methyl-8-azabicyclo[3.2.1]octan-3-yl)-1H-pyrazol-4-yl)amino)pyrimidin-4-yl)amino)propyl)-1-methyl-1,4-diazepan-5-one FC(C=1C(=NC(=NC1)NC=1C(=NN(C1)C1CC2CCC(C1)N2C)C)NCCCN2CCN(CCC2=O)C)F